2-bromo-8-(5-methylfuran-2-yl)-[1,2,4]triazolo[1,5-a]pyrazin BrC1=NN2C(C(=NC=C2)C=2OC(=CC2)C)=N1